C=1N=CN2C1C1=CC=CC=C1[C@@H]2[C@H]2[C@H](C=1N(CC2)N=NC1)O (4R,5S)-5-((S)-5H-imidazo[5,1-a]isoindol-5-yl)-4,5,6,7-tetrahydro-[1,2,3]triazolo[1,5-a]pyridin-4-ol